C(C)(C)(C)NC(=O)C1=NC=CC(=C1)NC(CC1=C(C=CC=C1)Cl)=O N-tert-butyl-4-[[2-(2-chlorophenyl)acetyl]amino]pyridine-2-carboxamide